BrC=1C=2N(C=CC1)C(=C(N2)C#CCNC2=C(C=C(C(=O)NC)C=C2)OC)C(C(F)(F)F)(F)F 4-({3-[8-bromo-3-(1,1,2,2,2-pentafluoroethyl)imidazo[1,2-a]pyridin-2-yl]prop-2-yn-1-yl}amino)-3-methoxy-N-methylbenzamide